(R)-4-(tert-butyl)oxazolidine potassium carbanate C(=O)[O-].[K+].C(C)(C)(C)[C@H]1NCOC1